C1(=CC=CC=C1)C1=C(CBr)C=CC=C1 2-phenylbenzyl bromide